NC1=NC=CC=C1C1=NC=2C(=NC(=CC2)Cl)N1C1=CC=C(CNC(=O)C=2C=C(C=CC2)CC(=O)OC)C=C1 methyl 2-(3-((4-(2-(2-aminopyridin-3-yl)-5-chloro-3H-imidazo[4,5-b]pyridin-3-yl)benzyl)carbamoyl)phenyl)acetate